N-cyclobutyl-5-(imidazo[1,2-a]pyrimidin-6-yl)pyrrolo[2,1-f][1,2,4]triazin-2-amine C1(CCC1)NC1=NN2C(C=N1)=C(C=C2)C=2C=NC=1N(C2)C=CN1